CC=1C=C(C=CC1)CCO 2-(m-methylphenyl)ethyl alcohol